C(C)C1=C(C(=C(C(=C1C)OCC)C)C)O 2-ethyl-3,5,6-trimethyl-4-ethoxyphenol